2-amino-N-((6-bromo-3-pyridazinyl)methyl)-3-methyl-N-((8R)-5,6,7,8-tetrahydro[1,2,4]triazolo[1,5-a]pyridin-8-yl)-6-quinolinecarboxamide NC1=NC2=CC=C(C=C2C=C1C)C(=O)N([C@H]1C=2N(CCC1)N=CN2)CC=2N=NC(=CC2)Br